choline malic acid C(C(O)CC(=O)O)(=O)O.OCC[N+](C)(C)C